8-(6-bromo-5-chloro-3-ethylsulfonyl-7,9-dihydrofuro[3,4-f]quinazolin-1-yl)-3,8-diazabicyclo[3.2.1]octane-3-carboxylic acid tert-butyl ester C(C)(C)(C)OC(=O)N1CC2CCC(C1)N2C2=NC(=NC=1C(=C(C3=C(C21)COC3)Br)Cl)S(=O)(=O)CC